(5-hydroxy-1,3-dimethyl-1H-pyrazol-4-yl)(3-phenoxyphenyl)methanone OC1=C(C(=NN1C)C)C(=O)C1=CC(=CC=C1)OC1=CC=CC=C1